COC1=C(C=2CCCC2C=C1)C(=O)N 5-methoxy-2,3-dihydro-1H-indene-4-carboxamide